C(C)OC(CC(=CC(=O)[O-])C(F)(F)F)OCC 5,5-diethoxy-3-trifluoromethylpentenoate